7-((5-(4-amino-5-chloro-7H-pyrrolo[2,3-d]pyrimidin-7-yl)pyridin-3-yl)methoxy)-N-methylquinolin-2-amine NC=1C2=C(N=CN1)N(C=C2Cl)C=2C=C(C=NC2)COC2=CC=C1C=CC(=NC1=C2)NC